N-[4-[5-chloro-6-(cyclopropylamino)pyrimidin-4-yl]oxy-3-fluoro-phenyl]-1-(3-fluoro-2-pyridyl)-5-(trifluoromethyl)pyrazole-4-carboxamide ClC=1C(=NC=NC1NC1CC1)OC1=C(C=C(C=C1)NC(=O)C=1C=NN(C1C(F)(F)F)C1=NC=CC=C1F)F